BrC1=CN=C(S1)NC(CSC1=NC2=NC=CN=C2C(N1CCC1=CC=CC=C1)=O)=O N-(5-Bromothiazol-2-yl)-2-((4-oxo-3-phenethyl-3,4-dihydropteridin-2-yl)thio)acetamide